C(#N)CC(=O)C=1C=C(C(=O)O)C=CC1 3-(2-cyanoacetyl)benzoic acid